5-chloro-N-(3-chloro-5-((1-((2-(trimethylsilyl)ethoxy)methyl)-1H-pyrazol-4-yl)methyl)phenyl)-2-(1,1-dioxidoisothiazolidin-2-yl)isonicotinamide ClC1=CN=C(C=C1C(=O)NC1=CC(=CC(=C1)CC=1C=NN(C1)COCC[Si](C)(C)C)Cl)N1S(CCC1)(=O)=O